BrC=1C=C2C=C(C(=NC2=CC1)OC)CC1=C(C(=CC=C1)OC)F 6-bromo-3-(2-fluoro-3-methoxybenzyl)-2-methoxyquinoline